N[C@H]1CC[C@@]2([C@H]3CC[C@@]4([C@H](CC[C@H]4C3=CC[C@@H]2C1)[C@@H](CCC(C)(O)C)C)C)C (R)-5-((3S,5R,9R,10S,13R,14R,17R)-3-amino-10,13-dimethyl-2,3,4,5,6,9,10,11,12,13,14,15,16,17-tetradecahydro-1H-cyclopenta[a]phenanthren-17-yl)-2-methylhexan-2-ol